1-(2-(tert-Butyl)-1H-benzo[d]imidazol-1-yl)hexan-1-one C(C)(C)(C)C1=NC2=C(N1C(CCCCC)=O)C=CC=C2